CNC1=NC2=CC(=CC=C2C=C1)B1OC(C(O1)(C)C)(C)C N-methyl-7-(4,4,5,5-tetramethyl-1,3,2-dioxaborolan-2-yl)quinolin-2-amine